N[C@]1([C@H](CCC1)CC)C(=O)OC methyl (1R,2S)-1-amino-2-ethylcyclopentane-1-carboxylate